3-(4-methoxy-3-((4-methoxybenzyl)oxy)phenyl)-1-(oxiran-2-ylmethyl)-1H-pyrazole COC1=C(C=C(C=C1)C1=NN(C=C1)CC1OC1)OCC1=CC=C(C=C1)OC